racemic-8,9-difluoro-1-(methylamino)-1,2,4,5-tetrahydropyrano[3,4-c]isoquinolin-6-one FC=1C(=CC=2C3=C(NC(C2C1)=O)COC[C@@H]3NC)F |r|